FC1=CC=C(C=C1)C1CCN(CC1)CC=1N=C(OC1C)C1=CC=C(C=C1)C1=CC=NC=C1 4-((4-(4-fluorophenyl)piperidin-1-yl)methyl)-5-methyl-2-(4-(pyridin-4-yl)phenyl)oxazole